2-chloro-4-iodo-6-oxo-1,6-dihydropyridine-3-carboxylic acid ClC=1NC(C=C(C1C(=O)O)I)=O